(S)-2-Amino-N-(3-(4-(2-(4-chlorophenoxy)ethyl)piperazine-1-carbonyl)phenyl)-3-(1H-imidazol-4-yl)propenamide NC(C(=O)NC1=CC(=CC=C1)C(=O)N1CCN(CC1)CCOC1=CC=C(C=C1)Cl)=CC=1N=CNC1